C(C)NCCOC(C)O N-ethylaminoethoxyethanol